methyl 4-(2,6-bis(benzyloxy) pyridin-3-yl)-2-fluorobenzoate C(C1=CC=CC=C1)OC1=NC(=CC=C1C1=CC(=C(C(=O)OC)C=C1)F)OCC1=CC=CC=C1